3-[(2-amino-4-quinolyl)oxy]-N-benzyl-benzamide NC1=NC2=CC=CC=C2C(=C1)OC=1C=C(C(=O)NCC2=CC=CC=C2)C=CC1